((1s,3s)-3-Hydroxy-3-methylcyclobutyl)(7-((4-(trifluoromethyl)pyridin-2-yl)oxy)-2-azaspiro[3.5]nonan-2-yl)methanon OC1(CC(C1)C(=O)N1CC2(C1)CCC(CC2)OC2=NC=CC(=C2)C(F)(F)F)C